9-(4-(1-(methyl-d3)-4-(trifluoromethyl)-1H-imidazol-2-yl)benzyl)-7,9-dihydro-8H-purin-8-one C(N1C(=NC(=C1)C(F)(F)F)C1=CC=C(CN2C3=NC=NC=C3NC2=O)C=C1)([2H])([2H])[2H]